Dimethylstearyl-ammonium benzoate C(C1=CC=CC=C1)(=O)[O-].C[NH+](CCCCCCCCCCCCCCCCCC)C